6-bromo-2-methylquinazolin-4(3H)-one BrC=1C=C2C(NC(=NC2=CC1)C)=O